(2R,3S)-1-tert-butoxycarbonyl-3-methyl-azetidine-2-carboxylic acid C(C)(C)(C)OC(=O)N1[C@H]([C@H](C1)C)C(=O)O